CC(C#CC(C)O)O 3-Hexyn-2,5-diol